CC(CO)C(C(C)C)O 2,4-dimethyl-1,3-pentanediol